Cl.FC1(C[C@H](NC1)CO)F [(2S)-4,4-difluoropyrrolidin-2-yl]methanol hydrochloride